N-3-(methylamino)propyl-6-[3-(4-mesyl-2-anisidino)-1-propynyl]-1-(2,2,2-trifluoroethyl)-1H-1,3-benzimidazole-4-carboxamide CNCCCNC(=O)C1=CC(=CC=2N(C=NC21)CC(F)(F)F)C#CCNC=2C(OC)=CC=C(C2)S(=O)(=O)C